2,6-dibromo-4-fluoro-1-[(2-methoxy)ethoxy]benzene BrC1=C(C(=CC(=C1)F)Br)OCCOC